CC(C)(C)OC(=O)N1CC(C1)(C(C)O)O 1,1-Dimethylethyl-3-hydroxy-3-(1-hydroxyethyl)azetidine-1-carboxylate